(Z)-3-phenylpropa-2-en-1-ol C1(=CC=CC=C1)\C=C/CO